C(C)[C@@]1([C@](C(=O)[O-])(O1)CC)C(=O)[O-] (2R,3R)-diethyl-2,3-epoxysuccinate